5-bromo-N-methyl-1-(4-methylbenzyl)-2-oxo-1,2-dihydropyridine-3-carboxamide BrC=1C=C(C(N(C1)CC1=CC=C(C=C1)C)=O)C(=O)NC